N(=C=O)CC1=NOC(=C1)C 3-(isocyanato-methyl)-5-methyl-1,2-oxazole